(7-{[2-(4-Chlorophenyl)imidazo[1,2-a]pyridin-3-yl]methyl}-3-oxa-7,9-diazabicyclo[3.3.1]non-9-yl)[6-(cyclobutyloxy)pyridin-2-yl]methanone ClC1=CC=C(C=C1)C=1N=C2N(C=CC=C2)C1CN1CC2COCC(C1)N2C(=O)C2=NC(=CC=C2)OC2CCC2